p-toluenesulphonyl chloride CC1=CC=C(C=C1)S(=O)(=O)Cl